N=1C=CC=2C1C(NCC2)=O 6H,7H-pyrrolo[2,3-c]pyridin-7-one